(S)-4-methyl-2-(3-(3-(5-methyl-1,2,4-oxadiazol-3-yl)benzoylamino)pyrrolidine-1-carbonyl)thiazole-5-carboxylic acid propyl ester C(CC)OC(=O)C1=C(N=C(S1)C(=O)N1C[C@H](CC1)NC(C1=CC(=CC=C1)C1=NOC(=N1)C)=O)C